2-(1-(cyclopropylmethyl)-6-(1-pivaloylpiperidin-2-yl)-1H-pyrrolo[2,3-b]pyridin-2-yl)-5-methoxy-3-methylimidazo[1,2-a]pyridine-7-carboxylic acid C1(CC1)CN1C(=CC=2C1=NC(=CC2)C2N(CCCC2)C(C(C)(C)C)=O)C=2N=C1N(C(=CC(=C1)C(=O)O)OC)C2C